CN(C=1C=C2C=CC(=NC2=CC1)C12CC(C1)(C2)C(=O)N)C2CCNCC2 3-(6-(methyl(piperidin-4-yl)amino)quinolin-2-yl)bicyclo[1.1.1]pentane-1-carboxamide